C[C@@H]1CC2(OCCO2)CC[C@@H]1N |r| rac-(7R,8S)-7-methyl-1,4-dioxaspiro[4.5]decan-8-amine